1,3-bis[2,4,6-trimethylphenyl]-2-(trichloromethyl)imidazole CC1=C(C(=CC(=C1)C)C)N1C(N(C=C1)C1=C(C=C(C=C1C)C)C)C(Cl)(Cl)Cl